ethyl 1-bromocyclobutaneformate BrC1(CCC1)C(=O)OCC